C(C)N1C(=NC=2C1=NC(=CC2)C=2C=CN1N=C(N=CC12)N[C@@H]1C[C@@H](C1)N1CCOCC1)C 5-(3-ethyl-2-methyl-3H-imidazo[4,5-b]pyridin-5-yl)-N-(cis-3-morpholinocyclobutyl)pyrrolo[2,1-f][1,2,4]triazin-2-amine